C(C)O[Si]1(N(CCC1)CCC[Si](OC)(OC)OC)C 2-ethoxy-2-methyl-1-(3-trimethoxysilylpropyl)-1-aza-2-silacyclopentane